(trifluoromethyl)pyridine-2-carboxylic acid FC(F)(F)C=1C(=NC=CC1)C(=O)O